(R)-5-(7-(4-Bromo-3-(trifluoromethyl)benzoyl)-2-(isopropylamino)-6-methyl-4-oxo-5,6,7,8-tetrahydropyrido[3,4-d]pyrimidin-3(4H)-yl)-N,1-dimethyl-1H-imidazole-2-carboxamide BrC1=C(C=C(C(=O)N2CC=3N=C(N(C(C3C[C@H]2C)=O)C2=CN=C(N2C)C(=O)NC)NC(C)C)C=C1)C(F)(F)F